N1C=CC=2C1=NC=C(C2)C=2N=C1N(C(C2)=O)C=CC=C1 2-(1H-pyrrolo[2,3-b]pyridin-5-yl)-4H-pyrido[1,2-a]pyrimidin-4-one